6-cyclopentyl-6-hydroxy-2-azaspiro[3.4]octane-2-carboxylic acid tert-butyl ester C(C)(C)(C)OC(=O)N1CC2(C1)CC(CC2)(O)C2CCCC2